C1(CC1)C1=NC=C(C(=N1)NC1CCC2=CC=C(C=C12)O)C#N 2-cyclopropyl-4-((6-hydroxy-2,3-dihydro-1H-inden-1-yl)amino)pyrimidine-5-carbonitrile